FC=1C=2C(SC1C(=O)[O-])=CSC2 3-fluorothieno[3,4-b]thiophene-2-carboxylate